CN(C(CCN1C(C(C=2C3=C(C=CC12)C=CC=C3)(C)C)C\C=C/3\C=C(CCC3)/C=C/C3=[N+](C=1C=CC2=C(C1C3(C)C)C=CC=C2)C)=O)C 2-((E)-2-((E)-3-(2-(3-(3-(dimethylamino)-3-oxopropyl)-1,1-dimethyl-2,3-dihydro-1H-benzo[e]indol-2-yl)ethylidene)cyclohex-1-en-1-yl)vinyl)-1,1,3-trimethyl-1H-benzo[e]indol-3-ium